C(C([2H])[2H])(N)([2H])[2H] ethan-1,1,2,2-d4-1-amine